3-methoxy-N-methyl-4-{[3-(4-{[(1S,4S)-4-cyanocyclohexyl]amino}-1-(2,2,2-trifluoro-ethyl)-1H-indol-2-yl)prop-2-yn-1-yl]amino}benzamide COC=1C=C(C(=O)NC)C=CC1NCC#CC=1N(C2=CC=CC(=C2C1)NC1CCC(CC1)C#N)CC(F)(F)F